[Si](C)(C)(C(C)(C)C)OCCC=O 3-((tert-butyl-dimethylsilyl)oxy)-propanal